rac-4-(((1S,3S)-3-methoxycyclopentyl)amino)-2-(1-methyl-1H-imidazol-2-yl)-6-(1-methyl-1H-pyrazol-3-yl)pyrrolo[2,1-f][1,2,4]triazine-5-carboxylic acid methyl ester COC(=O)C=1C(=CN2N=C(N=C(C21)N[C@@H]2C[C@H](CC2)OC)C=2N(C=CN2)C)C2=NN(C=C2)C |r|